tert-butyl 4-(5-{2-[(1r,4r)-4-({2,3,5-trifluoro-4-[(4-methoxyphenyl)methoxy]benzamido}methyl)cyclohexyl]-2H-indazol-6-yl}pyrazin-2-yl)piperazine-1-carboxylate FC1=C(C(=O)NCC2CCC(CC2)N2N=C3C=C(C=CC3=C2)C=2N=CC(=NC2)N2CCN(CC2)C(=O)OC(C)(C)C)C=C(C(=C1F)OCC1=CC=C(C=C1)OC)F